2-[[6-(3-methyl-1H-pyrrolo[2,3-b]pyridin-5-yl)-3-morpholinosulfonyl-4-quinolyl]amino]benzoic acid CC1=CNC2=NC=C(C=C21)C=2C=C1C(=C(C=NC1=CC2)S(=O)(=O)N2CCOCC2)NC2=C(C(=O)O)C=CC=C2